2-((2s,3s,4s)-2-(aminomethyl)-5-chloro-6-fluoro-3-hydroxy-2-phenyl-2,3-dihydrobenzofuran-4-yl)-3-fluoro-4-methoxybenzamide NC[C@@]1(OC2=C([C@@H]1O)C(=C(C(=C2)F)Cl)C2=C(C(=O)N)C=CC(=C2F)OC)C2=CC=CC=C2